5-methacryloxy-6-hydroxynorbornene-2-carboxylic acid C(C(=C)C)(=O)OC1C2C=C(C(C1O)C2)C(=O)O